BrC1=NC=C(C2=C1NC=N2)C(=O)OC methyl 4-bromo-3H-imidazo[4,5-c]pyridine-7-carboxylate